3-(5-{3,9-Diazaspiro[5.5]undecan-3-yl}-3-methyl-2-oxo-1,3-benzodiazol-1-yl)piperidine-2,6-dione trifluoroacetate FC(C(=O)O)(F)F.C1CN(CCC12CCNCC2)C2=CC1=C(N(C(N1C)=O)C1C(NC(CC1)=O)=O)C=C2